FC(CCOCC(CO)O)(C(C(C(C(C(F)(F)F)(F)F)(F)F)(F)F)(F)F)F 3-[(3,3,4,4,5,5,6,6,7,7,8,8,8-tridecafluorooctyl)oxy]-1,2-propanediol